3-(3-((5-(4-fluorophenyl)-1,3,4-oxadiazol-2-yl)thio)propoxy)-5,7-dimethoxy-2-(3,4,5-trimethoxyphenyl)-4H-chromen-4-one FC1=CC=C(C=C1)C1=NN=C(O1)SCCCOC1=C(OC2=CC(=CC(=C2C1=O)OC)OC)C1=CC(=C(C(=C1)OC)OC)OC